C1(=CC=CC=C1)C=1C=CC(=NC1)C(=O)NCC(=O)N1CC2(OCCO2)C[C@H]1C(=O)OCC1=CC=CC=C1 benzyl (S)-7-((5-phenylpicolinoyl)glycyl)-1,4-dioxa-7-azaspiro[4.4]nonane-8-carboxylate